6-(sulfamoyl)isoquinolinium S(N)(=O)(=O)C=1C=C2C=C[NH+]=CC2=CC1